S(=O)(=O)(O)O.N1=CN=C2NC=NC2=C1N[C@@H](CC)C=1OC2=CC=CC=C2C(C1C1=CC(=CC=C1)F)=O (S)-2-(1-(9H-purin-6-ylamino)propyl)-3-(3-fluorophenyl)-4H-chromen-4-one sulfate